ClC1=CC=C(CN2CCC(CC2)CNC(OC(C)(C)C)=O)C=C1 tert-butyl ((1-(4-chlorobenzyl)piperidin-4-yl)methyl)carbamate